(benzotriazol-1-yloxy)tris(N-pyrrolidinyl)phosphonium N1(N=NC2=C1C=CC=C2)O[P+](N2CCCC2)(N2CCCC2)N2CCCC2